NC=1C=C(C=CC1)C1=C(C(=C(S1)C(=O)OC)OCC(=O)OC(C)(C)C)Cl methyl 5-(3-aminophenyl)-3-(2-tert-butoxy-2-oxo-ethoxy)-4-chloro-thiophene-2-carboxylate